2-((6-methyl-[1,1'-biphenyl]-2-yl)amino)benzoic acid CC1=CC=CC(=C1C1=CC=CC=C1)NC1=C(C(=O)O)C=CC=C1